2-(acetylamino)pyrazolo[1,5-a]pyridin-3-ylamine C(C)(=O)NC1=NN2C(C=CC=C2)=C1N